N,N-dimethyl-succinamic acid CN(C(CCC(=O)O)=O)C